2-bromo-6-isocyanato(isocyanato)pyridine BrC1=NC(=CC=C1N=C=O)N=C=O